5-(5-amino-4-methylpyrid-3-yl)-3-(4-(4-methylpiperazin-1-yl)phenyl)-1H-pyrazolo[4,3-c]pyridazin-6(5H)-one NC=1C(=C(C=NC1)N1N=C2C(=CC1=O)NN=C2C2=CC=C(C=C2)N2CCN(CC2)C)C